phenylacetic acid sec-butyl ester C(C)(CC)OC(CC1=CC=CC=C1)=O